1-(2,4-difluorophenyl)-6-[(1R,4R)-5-(2-fluoroethyl)-2,5-diazabicyclo[2.2.1]heptan-2-yl]pyrazolo[3,4-d]pyrimidin-4-ol FC1=C(C=CC(=C1)F)N1N=CC=2C1=NC(=NC2O)N2[C@H]1CN([C@@H](C2)C1)CCF